(S)-3-(5-bromo-2-(5-(1-cyclopropylazetidin-3-yl)-2-(1-methoxyethyl)pyridin-3-yl)-1-(2-((tetrahydro-2H-pyran-4-yl)oxy)ethyl)-1H-indol-3-yl)-2,2-dimethylpropyl acetate C(C)(=O)OCC(CC1=C(N(C2=CC=C(C=C12)Br)CCOC1CCOCC1)C=1C(=NC=C(C1)C1CN(C1)C1CC1)[C@H](C)OC)(C)C